BrC=1N=C(C(=NC1)Cl)C(F)F 5-Bromo-2-chloro-3-(difluoromethyl)pyrazine